C(OCC)(OCOC1=CC(=CC(=C1C1=C(C=CC(=C1)C)C(=C)C)OCOC(OCC)=O)CCCCC)=O diethyl (((5'-methyl-4-pentyl-2'-(prop-1-en-2-yl)-[1,1'-biphenyl]-2,6-diyl)bis(oxy))bis(methylene)) bis(carbonate)